FC=1C2=C(N3CC(C(CC13)N1C(CCC1)=O)F)N=CC(=C2)C(F)(F)F 1-(5,8-difluoro-3-(trifluoromethyl)-6,7,8,9-tetrahydropyrido[3,2-b]indolizin-7-yl)-2-oxopyrrolidin